C(C)(C)(C)OC(C[C@H]1CN(CC1)C(=O)OC(C)(C)C)=O tert-butyl (S)-3-(2-(tert-butoxy)-2-oxoethyl)pyrrolidine-1-carboxylate